BENZO[4,5]IMIDAZO[2,1-B][1,3]THIAZIN-4-ONE S1C=2N(C(C=C1)=O)C1=C(N2)C=CC=C1